C(N)(=O)C=1N(N=C2C1NCCC2N2CCN(CCC2)C(=O)OC(C)(C)C)C2=CC=C(C=C2)OC2=CC=CC=C2 tert-butyl 4-[3-carbamoyl-2-(4-phenoxyphenyl)-4,5,6,7-tetrahydro-2H-pyrazolo[4,3-b]pyridin-7-yl]-1,4-diazepane-1-carboxylate